6,7-dimethoxy-2-methyl-N-[1-{5-[2-(methyl-sulfonyl)phenyl]-thiophen-2-yl}-ethyl]quinazolin-4-amine COC=1C=C2C(=NC(=NC2=CC1OC)C)NC(C)C=1SC(=CC1)C1=C(C=CC=C1)S(=O)(=O)C